BrC(C)C=1C=NC=C(C#N)C1 5-(1-bromoethyl)nicotinonitrile